tert-Butyl N-(4-tert-Butyl-2-methylphenyl)carbamate C(C)(C)(C)C1=CC(=C(C=C1)NC(OC(C)(C)C)=O)C